NC1=CC=C(C(=C1C#N)Cl)OC 6-amino-2-chloro-3-methoxy-benzonitrile